3-methylthiophene-2-carbaldehyde O-(2-((1s,3s)-3-acetyl-2,2-dimethylcyclobutyl)acetyl) oxime C(C)(=O)[C@@H]1C([C@@H](C1)CC(=O)ON=CC=1SC=CC1C)(C)C